N1=CC=C(C=C1)C(=O)N pyridine-4-carboxamide